C(CCC(=O)O)(=O)O.C(CCC(=O)O)(=O)O.ClC=1C=CC(=C(CN2C[C@@H](NCC2)C)C1)OCC1CC1 (S)-1-(5-chloro-2-(cyclopropylmethoxy)benzyl)-3-methylpiperazine disuccinate